methyl-ethyl-aminotin C[Sn](N)CC